NC1=CC(=C(C(=C1)F)N1C(N(C2=C(C3=C1C=C(C=C3)C#N)C=C(C=N2)C(F)(F)F)CC)=O)F 7-(4-amino-2,6-difluorophenyl)-5-ethyl-6-oxo-2-(trifluoromethyl)-6,7-dihydro-5H-benzo[d]pyrido[3,2-f][1,3]diazepine-9-carbonitrile